hydrogenarsenate [As](O)([O-])([O-])=O